ethyl(p-tolylsulfonyl) carbamate C(N)(OS(=O)(=O)C1=CC(=C(C=C1)C)CC)=O